4-propyloxetan C(CC)C1CCO1